N-β-hydroxyethyl-2,2,6,6-tetramethyl-4-hydroxypiperidin OCCN1C(CC(CC1(C)C)O)(C)C